tert-Butyl 4-(2-{2-[(5-{[4-(prop-2-en-1-yloxy)phenyl]amino}pyrimidin-2-yl)oxy]ethoxy}ethoxy)-1,3-dihydro-2H-isoindole-2-carboxylate C(C=C)OC1=CC=C(C=C1)NC=1C=NC(=NC1)OCCOCCOC1=C2CN(CC2=CC=C1)C(=O)OC(C)(C)C